C(C=C)C1(CCN(CC1)C(C(F)(F)F)=O)N 1-(4-allyl-4-amino-1-piperidyl)-2,2,2-trifluoro-ethanone